(S)-8-chloro-6-(((1-methoxyisoquinolin-5-yl)(1-(1-methylcyclopropyl)-1H-1,2,3-triazol-4-yl)methyl)amino)-4-((3,3,3-trifluoro-2,2-dimethylpropyl)amino)quinoline-3-carbonitrile ClC=1C=C(C=C2C(=C(C=NC12)C#N)NCC(C(F)(F)F)(C)C)N[C@H](C=1N=NN(C1)C1(CC1)C)C1=C2C=CN=C(C2=CC=C1)OC